tert-butyl 15-bromopentadecanoate BrCCCCCCCCCCCCCCC(=O)OC(C)(C)C